FC1=COC2=C1C=C(C=C2B2OC(C(O2)(C)C)(C)C)COC2=C(C=CC=C2)CC(=O)OCC ethyl 2-(2-((3-fluoro-7-(4,4,5,5-tetramethyl-1,3,2-dioxaborolan-2-yl)benzofuran-5-yl)methoxy)phenyl)acetate